CC1(OC2=C(C(C1)(C)C1=CC=C(C=C1)O)C=CC=C2)C 4-(2,2,4-trimethylbenzopyran-4-yl)phenol